C(C)(C)(C)OC(=O)N1C(CC1)CO 2-Hydroxymethyl-azetidine-1-carboxylic acid tert-butyl ester